ClC1=NC=CC(=N1)C1=CN=C2N1N=C(C(=C2)OCC(F)F)C2CC2 3-(2-chloropyrimidin-4-yl)-6-cyclopropyl-7-(2,2-difluoroethoxy)imidazo[1,2-b]pyridazine